tert-butyl 3-(2-amino-7-chloro-8-fluoro-pyrido[4,3-d]pyrimidin-4-yl)-3,8-diazabicyclo[3.2.1]octane-8-carboxylate NC=1N=C(C2=C(N1)C(=C(N=C2)Cl)F)N2CC1CCC(C2)N1C(=O)OC(C)(C)C